3-(4-fluoro-phenyl)-1-phenyl-5-butyl-4,5-dihydro-1H-pyrazole-4-carboxylic acid (5-hydroxy-4,4-dimethyl-pentyl)-amide OCC(CCCNC(=O)C1C(=NN(C1CCCC)C1=CC=CC=C1)C1=CC=C(C=C1)F)(C)C